C(C)(C)(C)C1[C@@H]([C@@H](N2CCC=C12)C1=NN(C=C1)C1OCCCC1)CO tert-butyl-(2s,3r,7ar)-2-(hydroxymethyl)-3-(1-(tetrahydro-2H-pyran-2-yl)-1H-pyrazol-3-yl)tetrahydro-1H-pyrrolizine